4-(((1S,4S)-5-(4-(4-(oxazol-2-yl)phenoxy)benzyl)-2,5-diazabicyclo[2.2.1]heptan-2-yl)methyl)benzoic acid O1C(=NC=C1)C1=CC=C(OC2=CC=C(CN3[C@@H]4CN([C@H](C3)C4)CC4=CC=C(C(=O)O)C=C4)C=C2)C=C1